NC=1C=C(OC2=CC=C(C=C2)SC2=CC=C(C=C2)OC2=CC(=CC=C2)N)C=CC1 bis[4-(3-aminophenoxy)phenyl] Sulfide